5-[[2-[3-(3,4-Dihydroxyphenyl)prop-2-enoyl]phenyl]methyl]-4-hydroxy-3H-1,3-thiazol-2-one OC=1C=C(C=CC1O)C=CC(=O)C1=C(C=CC=C1)CC1=C(NC(S1)=O)O